C(C=C)(=O)N1C[C@@H](N(CC1)C1=NC(N2C3=C(C(=C(C=C13)C(F)(F)F)C1=C(C=C(C=C1)F)F)S(C[C@@H]2CC2CCN(CC2)CC)(=O)=O)=O)C (3S)-7-((S)-4-acryloyl-2-methylpiperazin-1-yl)-10-(2,4-difluorophenyl)-3-((1-ethylpiperidin-4-yl)methyl)-9-(trifluoromethyl)-2H-[1,4]thiazino[2,3,4-ij]quinazolin-5(3H)-one 1,1-dioxide